2-(6-chloropyrimidin-4-yl)propan-2-ol ClC1=CC(=NC=N1)C(C)(C)O